tert-butyl (3S)-3-(hydroxymethyl)pyrrolidine-1-carboxylate OC[C@@H]1CN(CC1)C(=O)OC(C)(C)C